NC=1N=C(C=C2C=C(N=CC12)NC(=O)[C@H]1[C@@H](C1)C#N)C=1C=NC=CC1C(C)C trans-N-(8-amino-6-(4-isopropylpyridin-3-yl)-2,7-naphthyridin-3-yl)-2-cyanocyclopropaneCarboxamide